(S)-1-(bicyclo[1.1.1]pentan-1-yl)-3-methoxy-N-(6-(5-methyl-6,7-dihydro-5H-pyrrolo[1,2-a]imidazol-3-yl)pyridin-2-yl)-1H-pyrazole-4-carboxamide C12(CC(C1)C2)N2N=C(C(=C2)C(=O)NC2=NC(=CC=C2)C2=CN=C1N2[C@H](CC1)C)OC